BrC=1C(=CC(=C(C1)S(=O)(=O)NC)F)NCC1=CC=C(C=C1)C(F)(F)F 5-bromo-2-fluoro-N-methyl-4-((4-(trifluoromethyl)phenyl)methylamino)benzenesulfonamide